C(=O)C1CCC(CC1)N1N=C2C=C(C(=CC2=C1)NC(=O)C=1N=CN2C1N=CC=C2)C(C)(C)O N-[2-(4-formylcyclohexyl)-6-(1-hydroxy-1-methyl-ethyl)indazol-5-yl]imidazo[1,5-a]pyrimidine-8-carboxamide